C(C1=CC=CC=C1)NC(=O)C1=CC=C2C(N(C(N(C2=C1)CC1=CC=CC=C1)=O)C)C N,1-dibenzyl-3,4-dimethyl-2-oxo-1,2,3,4-tetrahydro-quinazoline-7-carboxamide